6-(((2-Fluoro-2-methylpropyl)amino)methyl)-3-(3-((1s,3s)-3-methyl-1-(4-methyl-4H-1,2,4-triazol-3-yl)cyclobutyl)phenyl)-8-(trifluoromethyl)quinazolin-4(3H)-one FC(CNCC=1C=C2C(N(C=NC2=C(C1)C(F)(F)F)C1=CC(=CC=C1)C1(CC(C1)C)C1=NN=CN1C)=O)(C)C